1-(β-D-glucopyranosyl)-4-methyl-3-[5-(6-fluoro-2-pyridyl)-2-thienylmethyl]benzene [C@@H]1([C@H](O)[C@@H](O)[C@H](O)[C@H](O1)CO)C1=CC(=C(C=C1)C)CC=1SC(=CC1)C1=NC(=CC=C1)F